FC=1C=C(CC2=CC(=NC=C2)N2N=CC=3C(NCCC32)=O)C=C(C1)C(F)(F)F 1-(4-(3-fluoro-5-(trifluoromethyl)benzyl)pyridin-2-yl)-1,5,6,7-tetrahydro-4H-pyrazolo[4,3-c]pyridin-4-one